C1(CC1)C=1C=C(C=NC1)N1N=CN=C1CNC(OC(C)(C)C)=O tert-butyl N-{[1-(5-cyclopropylpyridin-3-yl)-1H-1,2,4-triazol-5-yl]methyl}carbamate